FC1=CC=C(CNC([C@H](C2=CC=CC=C2)C2=NC(=CN=C2N)C=2C=NN(C2)C2CCNCC2)=O)C=C1 (R)-2-((4-fluorobenzyl)amino)-2-oxo-1-phenylethyl-3-amino-6-(1-(piperidin-4-yl)-1H-pyrazol-4-yl)pyrazine